2-[2-Cyclopropyl-4-oxo-7-(propan-2-yl)-4H,5H-furo[2,3-d]pyridazin-5-yl]acetic acid C1(CC1)C1=CC2=C(C(=NN(C2=O)CC(=O)O)C(C)C)O1